C(CCCCC\C=C/CCCC)(=O)O (Z)-7-dodecenoic acid